BrC=1C=CC2=C(C(=CO2)COC2=C(C=C(C=C2)OC)CC(=O)OCC)C1 ethyl 2-(2-((5-bromobenzofuran-3-yl)methoxy)-5-methoxyphenyl)acetate